ClC=1C=CC2=C(CC3(CC=4N2C(=NN4)[C@@H]4CC[C@H](CC4)OC4=NC=CC=C4)OCCO3)C1 8'-Chloro-1'-[trans-4-(pyridin-2-yloxy)cyclohexyl]-4'H,6'H-spiro[1,3-dioxolan-2,5'-[1,2,4]triazolo[4,3-a][1]benzazepin]